BrC1=CC(=C(C=C1)C1OCCO1)C(F)F 2-[4-bromo-2-(difluoromethyl)phenyl]-1,3-dioxolane